FC(OC=1C=C(C=C(C1)C)B1OC(C(O1)(C)C)(C)C)F 2-(3-(difluoromethoxy)-5-methylphenyl)-4,4,5,5-tetramethyl-1,3,2-dioxaborolane